CN(C(\C=C\C(=O)O)=O)CCC N-methyl-N-n-propyl-fumaric acid amide